(1S,3aR,4S,7R,7aS)-2-((S)-2-amino-3,3-dimethylbutanoyl)-2,3,3a,4,7,7a-hexahydro-1H-4,7-methanoisoindole-1-carboxylic acid hydrochloride Cl.N[C@H](C(=O)N1[C@@H]([C@H]2[C@H]3C=C[C@@H]([C@H]2C1)C3)C(=O)O)C(C)(C)C